3-(Benzyloxy)butanoic acid C(C1=CC=CC=C1)OC(CC(=O)O)C